C1(CC1)N(C1=NC(=C(C=2N=C(N=CC21)OCC2=NC=CC(=C2)NC)F)C2=CC(=CC1=CC=C(C(=C21)C#C)F)O)C 4-{5-[cyclopropyl(methyl)amino]-8-fluoro-2-{[4-(methylamino)pyridin-2-yl]methoxy}pyrido[4,3-d]pyrimidin-7-yl}-5-ethynyl-6-fluoronaphthalen-2-ol